N,N-diisopropylethylamine acetate C(C)(=O)O.C(C)(C)N(C(C)C)CC